COC(=O)C1=NSC(=C1Cl)CCC 4-chloro-5-propyl-isothiazole-3-carboxylic acid methyl ester